2,5-dimethoxyphenylisocyanate COC1=C(C=C(C=C1)OC)N=C=O